2,4-dichloro-6-(3,5-difluorophenyl)-1,3,5-triazine ClC1=NC(=NC(=N1)Cl)C1=CC(=CC(=C1)F)F